4-(3-nitrophenyl)-5-bromo-2-(N,N-bis-tert-butoxycarbonylamino)-1H-imidazole [N+](=O)([O-])C=1C=C(C=CC1)C=1N=C(NC1Br)N(C(=O)OC(C)(C)C)C(=O)OC(C)(C)C